FC1=C(C=C(C(=C1)F)C1=NC=NC2=CC(=CC=C12)N1CCOCC1)C(O)C1=NC=CN=C1OC [2,4-Difluoro-5-(7-morpholin-4-yl-quinazolin-4-yl)-phenyl]-(3-methoxy-pyrazin-2-yl)-methanol